3-(4-(ethylsulfonamido)-3-((4-fluorobenzyl)(methyl)amino)phenyl)-5-(pyrazin-2-ylamino)-1-((2-(trimethylsilyl)ethoxy)methyl)-1H-pyrazole-4-carboxamide C(C)S(=O)(=O)NC1=C(C=C(C=C1)C1=NN(C(=C1C(=O)N)NC1=NC=CN=C1)COCC[Si](C)(C)C)N(C)CC1=CC=C(C=C1)F